Tert-butyl 4-(4-((2-chloropyrimidin-4-yl) amino) phenyl)-1H-pyridine-1-carboxylate ClC1=NC=CC(=N1)NC1=CC=C(C=C1)C1=CCN(C=C1)C(=O)OC(C)(C)C